(1-(4-chloro-3-fluorophenyl)-3,3-dimethyl-2,3-dihydro-1H-pyrrolo[3,2-b]pyridin-5-yl)(2,2-dimethyl-4-(1,3,4-thiadiazol-2-yl)piperazin-1-yl)methanone ClC1=C(C=C(C=C1)N1CC(C2=NC(=CC=C21)C(=O)N2C(CN(CC2)C=2SC=NN2)(C)C)(C)C)F